1-(4-(5-(trifluoromethyl)pyrimidin-2-yl)piperazin-1-yl)ethanone FC(C=1C=NC(=NC1)N1CCN(CC1)C(C)=O)(F)F